CN1CC(C1)C1=CC=C(N=N1)C1=C(C=C(C=C1)C1=CC=2N(C=C1)N=C(C2)C)O 2-(6-(1-methylazetidin-3-yl)pyridazin-3-yl)-5-(2-methylpyrazolo[1,5-a]pyridin-5-yl)phenol